ClC=1C=C2C(=C(C1)I)NC(C21CCN(CC1)CCOC=1C=NC(=NC1)C(C)(C)O)=O 5-chloro-1'-(2-((2-(2-hydroxypropan-2-yl)pyrimidin-5-yl)oxy)ethyl)-7-iodospiro[indoline-3,4'-piperidin]-2-one